OC(C)(C)C=1C=CC(=C(C1)NC=1N=C(C2=C(N1)NC=C2)NC2=C(C=CC=C2)S(=O)(=O)N(C)C)OC 2-((2-((5-(2-hydroxypropan-2-yl)-2-methoxyphenyl)amino)-7H-pyrrolo[2,3-d]pyrimidin-4-yl)amino)-N,N-dimethylbenzenesulfonamide